5-(5-bromopyridin-2-yl)oxazole BrC=1C=CC(=NC1)C1=CN=CO1